N,N'-(1,3-pentanediyl)bis(maleimide) C(CC(CC)N1C(C=CC1=O)=O)N1C(C=CC1=O)=O